methyl-1-ethyl-3-methylimidazole sulfate salt S(=O)(=O)(O)O.CC1N(C=CN1C)CC